FC1=C(C=CC(=C1)F)NC=1C(C(C1NCC1=CC(=C(C=C1)C1=NOC(=N1)C(F)(F)F)F)=O)=O 3-((2,4-difluorophenyl)amino)-4-((3-fluoro-4-(5-(trifluoromethyl)-1,2,4-oxadiazol-3-yl)benzyl)amino)cyclobut-3-ene-1,2-dione